S1C2=C(C=C1C1C(C(OC1C1=CC=C(C=C1)Cl)=O)=C)C=CC=C2 4-(benzo[b]thiophen-2-yl)-5-(4-chlorophenyl)-3-methylenedihydrofuran-2(3H)-one